S1C2=C(C=C1)C(=CC=C2)N2CCN(CC2)CCCCOC2=CC=C1CC(C(NC1=C2)=O)=CC(C)C 7-(4-(4-(benzo[b]thiophen-4-yl)piperazin-1-yl)butoxy)-1-isobutylylquinolin-2(1H)-one